1,3-dimethylaminocyclohexane CNC1CC(CCC1)NC